C(C)(C)C1=CCC2=CC=CC=C12 3-isopropyl-1H-inden